(S)-2-((2-((4-chloro-2-fluorobenzyl)oxy)-3-(tetrahydrofuran-3-yl)-5,8-dihydro-1,7-naphthyridin-7(6H)-yl)methyl)-1-(oxetan-2-ylmethyl)-1H-benzo[d]imidazole-6-carboxylic acid ClC1=CC(=C(COC2=NC=3CN(CCC3C=C2C2COCC2)CC2=NC3=C(N2C[C@H]2OCC2)C=C(C=C3)C(=O)O)C=C1)F